C(C)O[Si](CCC1CCCCC1)(OCC)OCC 4-(2-triethoxysilyl-ethyl)cyclohexane